tert-Butyl N-[(benzyloxy)carbonyl]glycylglycyl-D-phenylalaninate C(C1=CC=CC=C1)OC(=O)NCC(=O)NCC(=O)N[C@H](CC1=CC=CC=C1)C(=O)OC(C)(C)C